FC(C1=C(C=CC(=C1)C(F)(F)F)CC(=O)N(CC=1OC(=NN1)C1=NC=C(C=C1)C1CN(CC1)C)C1=CC=C(C=C1)F)(F)F 2-[2,4-bis(trifluoromethyl)phenyl]-N-(4-fluorophenyl)-N-({5-[5-(1-methyltetrahydro-1H-pyrrol-3-yl)pyridin-2-yl]-1,3,4-oxadiazol-2-yl}methyl)acetamide